C(C)(C)(C)[Si](C)(C)OCC(=CC)CO[Si](C)(C)C(C)(C)C tert-butyl-(2-((tert-butyl-(dimethyl)silyl)oxymethyl)but-2-enoxy)dimethylsilane